γ-mercaptopropyltri-propoxysilane SCCC[Si](OCCC)(OCCC)OCCC